IC1=CC=C(C=C1)S(=O)(=O)NCC1=CN=NN1CC1=CC=C(C=C1)NC(=O)C(C(=O)OCC)CC(C)C Ethyl 2-[[4-[[5-[[(4-iodophenyl)sulfonylamino]methyl]triazol-1-yl]methyl]phenyl]carbamoyl]-4-methyl-pentanoate